dimethyl 3,3'-disulfanediylbis(2-amino-5-(methoxymethyl) benzoate) S(SC=1C(=C(C(=O)OC)C=C(C1)COC)N)C=1C(=C(C(=O)OC)C=C(C1)COC)N